2-hydroxy-6-cyanonicotinic acid OC1=C(C(=O)O)C=CC(=N1)C#N